3-methyl-5-(N-(2-(pyridin-3-yl)ethyl)sulfamoyl)benzofuran-2-carboxylic acid ethyl ester C(C)OC(=O)C=1OC2=C(C1C)C=C(C=C2)S(NCCC=2C=NC=CC2)(=O)=O